(2R)-2-[(2S)-2-[(tert-butoxycarbonyl)amino]propanamido]propanoic acid C(C)(C)(C)OC(=O)N[C@H](C(=O)N[C@@H](C(=O)O)C)C